N1(CCCCCC1)C1=NC(=NC2=C(C(=C(C=C12)Cl)C1=CC=CC2=C1N=C(S2)N)F)OC=2C=NC(=NC2)C 4-(4-(azepan-1-yl)-6-chloro-8-fluoro-2-((2-methylpyrimidin-5-yl)oxy)quinazolin-7-yl)benzo[d]thiazol-2-amine